octyl-tetramethyl-cyclotetrasiloxane tert-butyl-1-[(4-methoxyphenyl)methyl]-2-oxo-1,3,8-triazaspiro[4.5]decane-8-carboxylate C(C)(C)(C)OC(=O)N1CCC2(CNC(N2CC2=CC=C(C=C2)OC)=O)CC1.C(CCCCCCC)[Si]1(O[SiH](O[SiH](O[SiH](O1)C)C)C)C